O=S1(CCC(CC1)C#CC1=CC(=NC(=C1)C)C(=O)OC)=O methyl 4-((1,1-dioxidotetrahydro-2H-thiopyran-4-yl)ethynyl)-6-methylpicolinate